ClC=1C=C(C(=O)O)C=C(C1F)F 3-chloro-4,5-difluorobenzoic acid